Chloro-1-(3,4-difluorophenyl)ethanol ClC(C)(O)C1=CC(=C(C=C1)F)F